CC(C)[C@H]1CN(CCN1)C=1N=NC(=CN1)C1=C(C=C(C=C1)C=1C=NN2C1C=CC=C2)O 2-{3-[(3S)-3-(propan-2-yl)piperazin-1-yl]-1,2,4-triazin-6-yl}-5-(pyrazolo[1,5-a]pyridin-3-yl)phenol